C[C@H]1[C@]23[C@@H](CC1)C([C@H](C(=CC2)C)C3)(C)C (1S,2R,5S,7S)-2,6,6,8-tetramethyltricyclo[5.3.1.01,5]undec-8-ene